7-(5-amino-2-methylphenyl)-2',3',5',6'-tetrahydrospiro[chromane-2,4'-pyran]-4-one NC=1C=CC(=C(C1)C1=CC=C2C(CC3(CCOCC3)OC2=C1)=O)C